C1(=CC=CC=C1)C=1OC2=C(N1)C=CC(=C2)NC(=O)NC2=CC=C(C=C2)OC(F)(F)F 1-(2-phenylbenzo[d]oxazol-6-yl)-3-(4-(trifluoromethoxy)phenyl)urea